4-(2-Phenylaminopyrimidin-4-yl)-6-(4-pyridinyl)-1H-pyridin-2-one C1(=CC=CC=C1)NC1=NC=CC(=N1)C1=CC(NC(=C1)C1=CC=NC=C1)=O